C1(=CC=CC=C1)CCCCCCC(=O)NC1=CC=C(C=C1)NCC1=CC=C(C=C1)C(F)(F)F 7-Phenyl-N-(4-((4-(trifluoromethyl)benzyl)amino)phenyl)heptanamid